N-(4-cyclobutyl-3-(3,3-difluoro-cyclobutyl)-1-methyl-1H-pyrazol-5-yl)benzamide C1(CCC1)C=1C(=NN(C1NC(C1=CC=CC=C1)=O)C)C1CC(C1)(F)F